1-(4-(1-(2,6-dichlorophenyl)azetidin-3-yl)-2,6-diisopropylbenzyl)-3-methylazetidin-3-ol ClC1=C(C(=CC=C1)Cl)N1CC(C1)C1=CC(=C(CN2CC(C2)(O)C)C(=C1)C(C)C)C(C)C